ethyl-5-(4,4,5,5-tetramethyl-1,3,2-dioxaborolan-2-yl)naphthalen-2-ol C(C)C1=C(C=CC2=C(C=CC=C12)B1OC(C(O1)(C)C)(C)C)O